C(C)(C)C=1C=CC=2NC3=CC=CC=C3C2C1 3-isopropyl-carbazole